2-(4-fluorophenyl)-4-(thiophene-2-carbonyl)-2,4-dihydro-3H-1,2,4-triazol-3-one FC1=CC=C(C=C1)N1N=CN(C1=O)C(=O)C=1SC=CC1